FC1=CC=C(C=C1)\C=C\C(CC)=O (E)-1-(4-Fluorophenyl)Pent-1-en-3-one